COC1=CC=CC(=N1)C=1C(=C2C(=NC(=NN2C1)C=1N(C=CN1)C)NC1=NC=NC(=C1)OC)C 6-(6-Methoxypyridin-2-yl)-N-(6-methoxypyrimidin-4-yl)-5-methyl-2-(1-methyl-1H-imidazol-2-yl)pyrrolo[2,1-f][1,2,4]triazin-4-amine